diselenide hydrochloride Cl.[SeH-]=[Se]